2-((2S,6R)-2-(1-cyclopropyl-1H-pyrazol-4-yl)-6-methylmorpholino)-4-(2,4,5-trifluorophenyl)pyrimido[4,5-d]pyridazin-8(7H)-one C1(CC1)N1N=CC(=C1)[C@@H]1O[C@@H](CN(C1)C=1N=C(C2=C(C(NN=C2)=O)N1)C1=C(C=C(C(=C1)F)F)F)C